N-hydroxy-5,6-dimethyl-3-[(3-methylphenyl)sulfanyl]pyridazine-4-carboximidamide ONC(=N)C1=C(N=NC(=C1C)C)SC1=CC(=CC=C1)C